FC=1C=C2C(=NNC2=CC1OCCOC)C1=CC(=NO1)C1=CC=C(C=C1)C(=O)N1CC=2N(N=CC2C1)C 5-Fluoro-6-(2-methoxyethoxy)-3-[3-(4-{1-methyl-1H,4H,5H,6H-pyrrolo[3,4-c]pyrazole-5-carbonyl}phenyl)-1,2-oxazol-5-yl]-1H-indazole